CC(C)(C)[O-].CC(C)(C)[O-].[Mo+6] molybdenum (VI) bis(t-butoxide)